C(=C)N1CN(C=C1)CC#N 1-vinyl-3-cyanomethylimidazole